S1C(=NC2=C1CC=1C=CC=CC12)N 8H-indeno[1,2-d]thiazol-2-amine